C(C)OCCN N-(2-ethoxyethyl)amine